IC1=C(C(=O)C2=C(C(=O)O)C=CC=C2)C=CC=C1 2-iodobenzoyl-benzoic acid